phenol, bishydrochloride Cl.Cl.C1(=CC=CC=C1)O